C(C1=CC=CC=C1)N(C(=O)C1=NNC2=CC=C(C=C12)OC(F)(F)F)C1CCN(CC1)CCCC N-benzyl-N-(1-butylpiperidin-4-yl)-5-(trifluoromethoxy)-1H-indazole-3-carboxamide